tert-Butyl 4-((6-(3-fluoro-4-(3,3,3-trifluoropropylsulfonamido)phenyl)-8-isopropyl-7-oxo-7,8-dihydropyrido[2,3-d]pyrimidin-2-yl)amino)piperidine-1-carboxylate FC=1C=C(C=CC1NS(=O)(=O)CCC(F)(F)F)C1=CC2=C(N=C(N=C2)NC2CCN(CC2)C(=O)OC(C)(C)C)N(C1=O)C(C)C